(3R)-3-(2-(8-oxo-3-azabicyclo[3.2.1]octane-3-carbonyl)-6-chloro-1,2,3,4-Tetrahydroisoquinolin-8-yl)morpholine-4-carboxylic acid tert-butyl ester C(C)(C)(C)OC(=O)N1[C@@H](COCC1)C=1C=C(C=C2CCN(CC12)C(=O)N1CC2CCC(C1)C2=O)Cl